[NH4+].N(=O)[Pt+] nitrosoplatinum ammonium